N-(diphenylmethyl)acrylamide C1(=CC=CC=C1)C(NC(C=C)=O)C1=CC=CC=C1